C=CC(CC=CC=C)O 1,5,7-octatrien-3-ol